4-methoxy-d3-benzenecarboxylic acid C(OC1=CC=C(C=C1)C(=O)O)([2H])([2H])[2H]